NC1=NC=CC=2N1C(=NC2C2=CCC(CC2)(F)F)C2=CC=C(CNC(C1=C(C=CC(=C1)F)OC)=O)C=C2 N-(4-(5-amino-1-(4,4-difluorocyclohex-1-en-1-yl)imidazo[1,5-c]pyrimidin-3-yl)benzyl)-5-fluoro-2-methoxybenzamide